C(C(=C)C)(=O)OC1=CC=C(C(=O)ON2C(=O)C3C4C=CC(C3C2=O)C4)C=C1 N-p-methacryloxybenzoyloxy-5-norbornene-2,3-dicarboximide